C(C(=C)C)(=O)OCCNC(=O)OC(C)(C)C t-butoxycarbonylaminoethyl methacrylate